C(#N)[C@@H]1CC[C@H](CC1)C(=O)O trans-4-cyanocyclohexane-carboxylic acid